C(C)(C)N(CC[C@@H](C1=CC=CC=C1)C1=C(C=CC(=C1)C)O)C(C)C (S)-N,N-diisopropyl-3-(2-hydroxy-5-methylphenyl)-3-phenylpropanamine